C1=CC=CC2=C3C=CC=4C(C3=CC=C12)=CC1=CC(C=CC14)=O 9H-Indeno[1,2-I]phenanthren-9-one